ClC1=C(OC2=C(C=NC(=C2)C(F)(F)F)C(=O)NC=2C=NC=CC2)C=CC(=C1)OC(F)(F)F 4-[2-Chloro-4-(trifluoromethoxy)phenoxy]-N-(3-pyridinyl)-6-(trifluoromethyl)pyridine-3-carboxamide